CC=C(C(=O)N)CCC methyl-propyl-acrylamide